4-(cyclopentyl)piperazin C1(CCCC1)N1CCNCC1